(S)-5-(2-(4-(2-acetyl-5-chlorophenyl)-3-methoxy-6-oxopyridazin-1(6H)-yl)-3-phenylpropionamido)-1H-indole-1,2-dicarboxylic acid di-tert-butyl ester C(C)(C)(C)OC(=O)N1C(=CC2=CC(=CC=C12)NC([C@H](CC1=CC=CC=C1)N1N=C(C(=CC1=O)C1=C(C=CC(=C1)Cl)C(C)=O)OC)=O)C(=O)OC(C)(C)C